5-[2-Isopropyl-4-methoxy-5-(2-methyl-thiazol-5-yl)-phenoxy]-pyrimidine-2,4-diamine C(C)(C)C1=C(OC=2C(=NC(=NC2)N)N)C=C(C(=C1)OC)C1=CN=C(S1)C